tert-butyl (2-((tert-butoxy((R)-2-((tert-butyldimethylsilyl)oxy)-3-(((E)-octadec-2-en-1-yl)oxy)propoxy)phosphoryl)oxy)ethyl)carbamate C(C)(C)(C)OP(=O)(OC[C@@H](COC\C=C\CCCCCCCCCCCCCCC)O[Si](C)(C)C(C)(C)C)OCCNC(OC(C)(C)C)=O